Cl.CN(C(CN1CC2=CC=CC=C2C1)C1=CC=CC=C1)C N-(2-(dimethylamino)-2-phenylethyl)isoindoline hydrochloride